N-[2-({[3-bromo-1-(2,6-difluorophenyl)-6-methyl-2-oxo-1,2-dihydropyridin-4-yl]oxy}methyl)-5-fluorobenzyl]-2-hydroxyacetamide BrC=1C(N(C(=CC1OCC1=C(CNC(CO)=O)C=C(C=C1)F)C)C1=C(C=CC=C1F)F)=O